C(C)OC(\C=C\C1=NNC2=CC(=C(C=C12)Br)C#N)=O.CN1CCN(CC1)C1=CC=CC(=N1)[C@H](C)NC(C)=O N-[(1S)-1-[6-(4-methylpiperazin-1-yl)pyridin-2-yl]ethyl]acetamide ethyl-(E)-3-(5-bromo-6-cyano-1H-indazol-3-yl)acrylate